(S)-1-(5-((PYRIDIN-3-YL)THIO)PYRAZIN-2-YL)-4'H,6'H-SPIRO[PIPERIDINE-4,5'-PYRROLO[1,2-B]PYRAZOL]-4'-AMINE N1=CC(=CC=C1)SC=1N=CC(=NC1)N1CCC2([C@@H](C=3N(N=CC3)C2)N)CC1